5-(6-(difluoromethyl)-2-(3-(2-fluorobenzyloxy)-3-phenylpropylsulfonyl)pyrimidin-4-yl)-1-(3-fluoro-4-methoxybenzyl)pyridin-2(1H)-one FC(C1=CC(=NC(=N1)S(=O)(=O)CCC(C1=CC=CC=C1)OCC1=C(C=CC=C1)F)C=1C=CC(N(C1)CC1=CC(=C(C=C1)OC)F)=O)F